2-(4,7-diazaspiro[2.5]oct-4-ylcarbonyl)-1H-indole C1CC12N(CCNC2)C(=O)C=2NC1=CC=CC=C1C2